3-[5-[4-(4-Aminobutyl)piperazin-1-yl]-3-methyl-2-oxo-benzimidazol-1-yl]piperidine-2,6-dione NCCCCN1CCN(CC1)C1=CC2=C(N(C(N2C)=O)C2C(NC(CC2)=O)=O)C=C1